C(CCCCCCCCCCCCCCCCCCCCC)(=O)[O-].[Br+] bromine behenate